2-propylaminoadenine C(CC)NC1=NC(=C2NC=NC2=N1)N